NC=1N=C(C=C2C=C(N=CC12)N(C(=O)C1C(C1)F)C=1N=CC2=C(N=C(C=C2C1)C=1C=NN(C1)C)N)C=1C=NN(C1)C N-[8-amino-6-(1-methylpyrazol-4-yl)-2,7-naphthyridin-3-yl]-N-[8-amino-6-(1-methylpyrazol-4-yl)-2,7-naphthyridin-3-yl]2-fluoro-cyclopropanecarboxamide